ClC1=CC=C(CNC(=O)NCCCCC2CCNCC2)C=C1 1-(4-chlorobenzyl)-3-(4-(piperidin-4-yl)butyl)urea